5-(pyridin-4-yl)indolin-2-one N1=CC=C(C=C1)C=1C=C2CC(NC2=CC1)=O